6-(METHOXYCARBONYL)PYRIDINE-3-BORONIC ACID COC(=O)C1=CC=C(C=N1)B(O)O